2,2-difluoro-1-ethylamine FC(CN)F